CN=C(O)C=1C(=CC2=CC=CC=3C4=CC=CC5=CC=CC(C1C23)=C45)C(O)=NC N,N'-dimethylperylenedicarboxylic acid diimide